N-(2-{[4'-(2-{[(3R,3aR,6R,6aR)-6-hydroxy-hexahydrofuro[3,2-b]furan-3-yl]oxy}-6-chloro-1H-imidazo[4,5-b]pyridin-5-yl)-[1,1'-biphenyl]-4-yl]oxy}ethyl)-2-(2-aminoethoxy)acetamide O[C@@H]1CO[C@H]2[C@@H]1OC[C@H]2OC=2NC=1C(=NC(=C(C1)Cl)C1=CC=C(C=C1)C1=CC=C(C=C1)OCCNC(COCCN)=O)N2